C(C)C(C(=O)O)(CCC)CCC α-ethyl-α-propyl-valeric acid